COC=1C=C2C=3N(C4C(CCCC4C2=CC1OCCCOC)(C)C)C=C(C(C3)=O)C(=O)O 11-methoxy-12-(3-methoxypropoxy)-4,4-dimethyl-8-oxo-2,3,4,4a,8,13b-hexahydro-1H-pyrido[1,2-f]phenanthridine-7-carboxylic acid